(l)-1,6-diaminohexane NCCCCCCN